3-(4-(aminomethyl)phenyl)-6-((1-(2-chloro-4-(3,5-dimethylisoxazol-4-yl)benzyl)-4-hydroxypiperidin-4-yl)methyl)-2-methyl-2,6-dihydro-7H-pyrazolo[4,3-d]pyrimidin-7-one dihydrochloride Cl.Cl.NCC1=CC=C(C=C1)C=1N(N=C2C1N=CN(C2=O)CC2(CCN(CC2)CC2=C(C=C(C=C2)C=2C(=NOC2C)C)Cl)O)C